OC1=CC=C(C(=S)N)C=C1 p-hydroxythiobenzamide